C(C)(=O)N1CCC(CC1)CN1N=C2C3=C(CCC2=C1)OC(=C3C(F)(F)F)C(=O)NC[C@H]3OCCOC3 2-[(1-Acetylpiperidin-4-yl)methyl]-N-{[(2R)-1,4-dioxan-2-yl]methyl}-8-(trifluoromethyl)-4,5-dihydro-2H-furo[2,3-g]indazol-7-carboxamid